C1=C2C3=CC4=C(C5=C(S4)C(=CC=C5)B(O)O)C=C3C=CC2=CC=C1 benzo[b]phenanthro[2,3-d]thiophen-11-ylboronic acid